dimethyltin bis(3-mercaptopropionic acid) salt SCCC(=O)[O-].SCCC(=O)[O-].C[Sn+2]C